[N+](=O)([O-])C1CN(C=CC1C1=CC=CC=C1)C(=O)[O-] 3-nitro-4-phenyl-3,4-dihydro-2H-pyridine-1-carboxylate